1-[4-(4-chloro-3-pyridyl)piperazin-1-yl]prop-2-en-1-one ClC1=C(C=NC=C1)N1CCN(CC1)C(C=C)=O